N-(2-oxo-2-(4-(4-(quinolin-2-yl)cyclohexyl)hexahydropyrrolo[3,2-b]pyrrol-1(2H)-yl)ethyl)-3-(trifluoromethyl)benzamide O=C(CNC(C1=CC(=CC=C1)C(F)(F)F)=O)N1C2C(CC1)N(CC2)C2CCC(CC2)C2=NC1=CC=CC=C1C=C2